4-((3-(5-fluoropyrimidin-2-yl)-2-methoxyphenyl)amino)-N-(methyl-d3)-6-((1-methyl-5-(trifluoromethyl)-1H-pyrazol-3-yl)amino)nicotinamide manganese [Mn].FC=1C=NC(=NC1)C=1C(=C(C=CC1)NC1=CC(=NC=C1C(=O)NC([2H])([2H])[2H])NC1=NN(C(=C1)C(F)(F)F)C)OC